ClC=1N=C(N(C1)C)C1=CC=C(C=C1)\C(\C)=N/O (Z)-1-(4-(4-chloro-1-methyl-1H-imidazol-2-yl)phenyl)ethan-1-one oxime